C(C1=CC=CC=C1)SC1=C(C=C(N)C=C1)F 4-(benzylthio)-3-fluoroaniline